NC1(CCN(CC1)C=1C=C(C2=C(N1)NN=C2C2=CC(=C(C=C2)F)F)C(=O)O)C 6-(4-amino-4-methyl-piperidin-1-yl)-3-(3,4-difluorophenyl)-1H-pyrazolo[3,4-b]pyridine-4-carboxylic acid